5-(1-(3-(ethoxymethyl)-3-(4-fluoro-phenethyl)pyrrolidin-1-yl)ethyl)-2-methylpyridine C(C)OCC1(CN(CC1)C(C)C=1C=CC(=NC1)C)CCC1=CC=C(C=C1)F